C(C)OC(=O)C1=NN2C(N=C(C=C2C=2C=NNC2)N2CC3=CC=CC=C3C2)=C1C1CC1 3-cyclopropyl-5-(isoindolin-2-yl)-7-(1H-pyrazol-4-yl)pyrazolo[1,5-a]pyrimidine-2-carboxylic acid ethyl ester